2-ethynyl-4-(2-methoxyphenyl)pyrimidine C(#C)C1=NC=CC(=N1)C1=C(C=CC=C1)OC